CC(C)OC([C@@H](N)CCC(C)=O)=O 5-oxo-L-norleucine 1-methylethyl ester